5-Amino-1-[3-(triethoxysilyl)propyl]-1H-tetrazole NC1=NN=NN1CCC[Si](OCC)(OCC)OCC